dipyryl-phosphorus chloride O1C(C=CC=C1)P(C1OC=CC=C1)Cl